C[Si](C)(C)Cl trimethyl-silyl chloride